C(#N)C1=C(C=CC=2N1N=CC2S(=O)(=O)NC=2C(=NC(=C(C2)F)OCC(F)F)OC)C 7-cyano-N-[6-(2,2-difluoroethoxy)-5-fluoro-2-methoxy-3-pyridyl]-6-methyl-pyrazolo[1,5-a]pyridine-3-sulfonamide